3-(1,2,4-triazol-1-yl)benzoic acid N1(N=CN=C1)C=1C=C(C(=O)O)C=CC1